[Si](C1=CC=CC=C1)(C1=CC=CC=C1)(C(C)(C)C)C=1N=C2C=CC(=CC2=C2C=CC=CC12)C#N 6-(tert-butyldiphenylsilyl)phenanthridine-2-carbonitrile